(R)-2-Fluoro-4-(2-hydroxy-3-(1H-tetrazol-1-yl)propoxy)benzoic acid FC1=C(C(=O)O)C=CC(=C1)OC[C@@H](CN1N=NN=C1)O